4-((R)-tert-butylsulfinyl)-3-(methyl-d3)morpholine C(C)(C)(C)[S@@](=O)N1C(COCC1)C([2H])([2H])[2H]